N1C(=NC2=C1C=CC=C2)C2=CC=CC(=N2)ON2CCC(CC2)N2C(C=CC=C2C2=NC1=C(N2)C=CC=C1)[NH-] 1-(1-(6-(1H-benzo[d]imidazol-2-yl)pyridinyloxy)piperidin-4-yl)-6-(1H-benzo[d]imidazol-2-yl)pyridinylamide